O=C1N(CC2=CC(=CC=C12)O[C@@H]1[C@H](CCCC1)OC1=CC=CC=C1)C1C(NC(CC1)=O)=O 3-(1-oxo-5-(((1s,2s)-2-phenoxycyclohexyl)oxy)isoindolin-2-yl)piperidine-2,6-dione